FC1=CC(=C(C=C1)C(=C)C=1C2=C(N=CN1)CN(CC2)C(=O)OC(C)(C)C)C(F)(F)F tert-butyl 4-[1-[4-fluoro-2-(trifluoromethyl) phenyl] vinyl]-5h,6h,7h,8h-pyrido[3,4-d]pyrimidine-7-carboxylate